COC1=CC=C(CN2N(C3=CC=CC=C3C2=O)C)C=C1 2-(4-methoxybenzyl)-1-methyl-1,2-dihydro-3H-indazol-3-one